N-[4-[[(2R)-4-(dimethylamino)-1-phenylsulfonylbutan-2-yl]amino]-3-nitrophenyl]sulfonylbenzamide CN(CC[C@H](CS(=O)(=O)C1=CC=CC=C1)NC1=C(C=C(C=C1)S(=O)(=O)NC(C1=CC=CC=C1)=O)[N+](=O)[O-])C